C(C)OC(C(=C)F)=O.[Na] sodium (Z)-3-ethoxy-2-fluoro-3-oxoprop-1-en